3-(dodecylthio)propionic acid C(CCCCCCCCCCC)SCCC(=O)O